CN1N=CC2=CC(=CC=C12)CNC(=O)[C@H]1N(C[C@@H](C1)CC1=CC=C(C=C1)C)C(=O)[C@@H]1N(CCC[C@@H]1C(=O)N1CCOCC1)C(=O)OC(C)(C)C tert-butyl (2R,3S)-2-[(2S,4R)-2-[(1-methylindazol-5-yl)methylcarbamoyl]-4-(p-tolylmethyl)pyrrolidine-1-carbonyl]-3-(morpholine-4-carbonyl)piperidine-1-carboxylate